6-{[(2-chloro-6-fluorophenyl)carbonyl]amino}-N-(3-chloro-2-methylphenyl)-2-{[2-(propan-2-yloxy)ethyl]amino}-1H-benzimidazole-4-carboxamide ClC1=C(C(=CC=C1)F)C(=O)NC=1C=C(C2=C(NC(=N2)NCCOC(C)C)C1)C(=O)NC1=C(C(=CC=C1)Cl)C